5-methyl-4-pyridone CC=1C(CC=NC1)=O